N-cyclopropyl-4-{[3-(8-{[(3S,4R)-3-fluoro-1-methylpiperidin-4-yl]amino}-3-(2,2,2-trifluoroethyl)imidazo[1,2-a]pyridin-2-yl)prop-2-yn-1-yl]amino}-3-methoxybenzamide C1(CC1)NC(C1=CC(=C(C=C1)NCC#CC=1N=C2N(C=CC=C2N[C@H]2[C@H](CN(CC2)C)F)C1CC(F)(F)F)OC)=O